hydroxymethyl-propane triacrylate C(C=C)(=O)O.C(C=C)(=O)O.C(C=C)(=O)O.OCCCC